2-(((tert-butyldimethylsilyl)oxy)methyl)-8-chloro-1-(2,6-dichlorophenyl)-5-(3,4-dihydroxybutyl)-1,6-naphthyridin-4(1H)-one [Si](C)(C)(C(C)(C)C)OCC=1N(C2=C(C=NC(=C2C(C1)=O)CCC(CO)O)Cl)C1=C(C=CC=C1Cl)Cl